2-(1,1-dimethylisochroman-8-yl)-2-(3-(5-(5,6,7,8-tetrahydro-1,8-naphthyridin-2-yl)pentyloxy)azetidin-1-yl)acetic acid CC1(OCCC2=CC=CC(=C12)C(C(=O)O)N1CC(C1)OCCCCCC1=NC=2NCCCC2C=C1)C